C(#N)CN1N=C(C(=C1)NC(=O)C=1C=NN2C1N=CC=C2)C2=C(C=CC(=C2)S(=O)(=O)C2COC2)OC(F)F N-[1-(cyanomethyl)-3-[2-(difluoromethoxy)-5-(oxetan-3-ylsulfonyl)phenyl]pyrazol-4-yl]pyrazolo[1,5-a]pyrimidine-3-carboxamide